N,2-dimethylnicotinamide CNC(C1=C(N=CC=C1)C)=O